C1(=CC=C(C=C1)C=1N=C(NC(C1C#N)=O)SCC1=NC=2N(C(=C1)NC1=CC(=C(C(=C1)Cl)Cl)Cl)N=CN2)C2=CC=CC=C2 4-([1,1'-biphenyl]-4-yl)-6-oxo-2-(((7-((3,4,5-trichlorophenyl)amino)-[1,2,4]triazolo[1,5-a]pyrimidin-5-yl)methyl)thio)-1,6-dihydropyrimidine-5-carbonitrile